CC[C@H]1C=CCC[C@]2(O1)C[C@@H]3CCC4=C([C@]5(CCC[C@H](O5)C)N=C(N34)N2)C(=O)O The molecule is an organic heteropentacyclic guanidine alkaloid isolated from the marine sponge Crambe crambe. It has a role as a marine metabolite. It is an organic heteropentacyclic compound, a spiro compound, a monocarboxylic acid, an alkaloid and a member of guanidines.